O=C1NC(CCC1N1C(C2=CC=CC(=C2C1=O)NCC=1C=NN(C1)C1CCN(CC1)C(COC)=O)=O)=O 2-(2,6-dioxopiperidin-3-yl)-4-(((1-(1-(2-methoxyacetyl)piperidin-4-yl)-1H-pyrazol-4-yl)methyl)amino)isoindoline-1,3-dione